C(C)N(S(=O)(=O)C1=CN(C(C=C1)=O)C)[C@H](C(F)(F)F)C1=CC=C(C=C1)F (S)-N-ethyl-1-methyl-6-oxo-N-(2,2,2-trifluoro-1-(4-fluorophenyl)ethyl)-1,6-dihydropyridine-3-sulfonamide